C(CC)C(COC(CCCCCCC)=O)CCCCC 2-Propylheptyloctanoat